tert-Butyl 4-(3-(piperidin-4-yloxy)propyl)piperazine-1-carboxylate N1CCC(CC1)OCCCN1CCN(CC1)C(=O)OC(C)(C)C